CC(C)OCCC(=O)NN 3-(propan-2-yloxy)propanehydrazide